di(3-fluorophenyl)phosphine oxide FC=1C=C(C=CC1)P(C1=CC(=CC=C1)F)=O